CN(C(CN1N=C(C=C1)NC(CCOC1=CC=CC=C1)=O)=O)CCOC1=CC=C(C=C1)C N-(1-(2-(methyl(2-(p-tolyloxy)ethyl)amino)-2-oxoethyl)-1H-pyrazol-3-yl)-3-phenoxypropanamide